O[C@@H]1C[C@H]2[C@H](CCC3=C(O2)C(=C(C=C3)C(=O)O)C)[C@H]1\C=C\C(C1(CCC1)C1=CSC=C1)O (1R,2R,3aS,10aR)-2-hydroxy-1-{(1E,3ξ)-3-hydroxy-3-[1-(3-thienyl)cyclobutyl]-1-propen-1-yl}-5-methyl-2,3,3a,9,10,10a-hexahydro-1H-benzo[b]cyclopenta[f]oxepin-6-carboxylic acid